3-Cyclopropyl-6-[(5-Fluoropyridin-2-Yl)Methyl]-1-[(1S)-1-[6-(Trifluoromethyl)Pyridin-3-Yl]Ethyl]-1H,4H,5H-Pyrazolo[3,4-d]Pyrimidin-4-One C1(CC1)C1=NN(C=2N=C(NC(C21)=O)CC2=NC=C(C=C2)F)[C@@H](C)C=2C=NC(=CC2)C(F)(F)F